Hexadecenylamine C(=CCCCCCCCCCCCCCC)N